rac-(3aR,5R,7S,7aR)-1-isopropyl-5-(4-methoxyphenyl)-3,3,5,7-tetramethyl-octahydrobenzo[c]isoxazole C(C)(C)N1OC([C@H]2[C@H]1[C@H](C[C@@](C2)(C)C2=CC=C(C=C2)OC)C)(C)C |r|